(4-chloro-2,6-difluoro-phenyl)boronic acid ClC1=CC(=C(C(=C1)F)B(O)O)F